isodecyl-trimethylolpropane triacrylate C(C=C)(=O)O.C(C=C)(=O)O.C(C=C)(=O)O.C(CCCCCCC(C)C)C(C(CO)(CO)CO)C